NCCC1=CC=C(C=N1)C1=C(C=C(C#N)C=C1)OC=1N(N=C(C1)C1=CC(=CC=C1)F)C 4-[6-(2-aminoethyl)pyridin-3-yl]-3-[5-(3-fluorophenyl)-2-methylpyrazol-3-yl]oxybenzonitrile